methyl 2-(pyridin-3-yl)-2H-indazole-6-carboxylate formate C(=O)O.N1=CC(=CC=C1)N1N=C2C=C(C=CC2=C1)C(=O)OC